7-fluoro-1-methyl-5H-pyrazolo[4,3-c]quinolin-4-one FC=1C=CC=2C3=C(C(NC2C1)=O)C=NN3C